S1C2=C(C=C1C1=CC=C(N=N1)NC1CC(N(C(C1)(C)C)C)(C)C)C=CC=C2 6-(benzo[b]thiophen-2-yl)-N-(1,2,2,6,6-pentamethylpiperidin-4-yl)pyridazin-3-amine